(6aR,9R)-7-(4-chlorobenzyl)-N,N-diethyl-4,6,6a,7,8,9-hexahydroindolo[4,3-fg]quinoline-9-carboxamide ClC1=CC=C(CN2C[C@@H](C=C3C4=C5C(C[C@@H]23)=CNC5=CC=C4)C(=O)N(CC)CC)C=C1